CC=1C=C(C=CC1OC=1C=C2C(=NC1)N(C=N2)C)NC2=NC=NC1=C2N=C(N=C1)N1CCN(CC1)C(C=C)=O 1-(4-(8-((3-methyl-4-((3-methyl-3H-imidazo[4,5-b]pyridin-6-yl)oxy)phenyl)amino)pyrimido[5,4-d]pyrimidin-2-yl)piperazin-1-yl)prop-2-en-1-one